(1S,9S)-1-amino-9-ethyl-5-fluoro-9-hydroxy-4-methyl-1,2,3,9,12,15-hexahydro-10H,13H-benzo[de]pyrano[3',4':6,7]indolizino[1,2-b]quinoline-10,13-dione mesylate S(C)(=O)(=O)O.N[C@H]1CCC=2C=3C1=C1C(=NC3C=C(C2C)F)C2=CC3=C(C(N2C1)=O)COC([C@]3(O)CC)=O